(2R,3S)-2-amino-3-(2-chloro-5-fluoro-4-nitrophenyl)butanoic acid N[C@@H](C(=O)O)[C@@H](C)C1=C(C=C(C(=C1)F)[N+](=O)[O-])Cl